CCC=CCCOC(=O)C(C)CC Cis-3-hexenyl-alpha-methylbutyrate